N1-methyldecanediamide CNC(CCCCCCCCC(=O)N)=O